Ethyl 4-(3-amino-4-methylphenylamino)-6-(4-(methylsulfonamido)phenyl)quinoline-3-carboxylate NC=1C=C(C=CC1C)NC1=C(C=NC2=CC=C(C=C12)C1=CC=C(C=C1)NS(=O)(=O)C)C(=O)OCC